6,6'-(ethane-1,1-diyl)bis(2-methoxy-4-methylphenol) C(C)(C1=CC(=CC(=C1O)OC)C)C1=CC(=CC(=C1O)OC)C